methyl 4-(methylamino)butyrate CNCCCC(=O)OC